C(C)(C)(C)OC(=O)N1C[C@@H](OCC1)CN (S)-2-(aminomethyl)morpholine-4-carboxylic acid tert-butyl ester